tert-butyl (4-((4-(tert-butyl)-3-hexylphenyl)amino)cyclohexyl)carbamate C(C)(C)(C)C1=C(C=C(C=C1)NC1CCC(CC1)NC(OC(C)(C)C)=O)CCCCCC